1-(4-Aminonaphthalen-1-yl)-N-(5-cyano-6-(2H-1,2,3-triazol-2-yl)pyridin-3-yl)-5-(trifluoromethyl)-1H-pyrazol-4-carboxamid NC1=CC=C(C2=CC=CC=C12)N1N=CC(=C1C(F)(F)F)C(=O)NC=1C=NC(=C(C1)C#N)N1N=CC=N1